2,2-dichloro-3-(3-chloro-4-fluorophenyl)-N-[2,4-difluoro-3-[[(3,3,3-trifluoro-1-oxopropyl)amino]methyl]phenyl]Cyclopropanecarboxamide ClC1(C(C1C1=CC(=C(C=C1)F)Cl)C(=O)NC1=C(C(=C(C=C1)F)CNC(CC(F)(F)F)=O)F)Cl